7-Methyl-1,5-benzodioxepan-3-one CC1=CC2=C(OCC(CO2)=O)C=C1